2-({(1S)-1-[6-(4-Acryloylpiperazin-1-yl)pyridin-3-yl]ethyl}amino)-8-[(2S)-3-methylbutan-2-yl]pyrido[2,3-d]pyrimidin-7(8H)-on C(C=C)(=O)N1CCN(CC1)C1=CC=C(C=N1)[C@H](C)NC=1N=CC2=C(N1)N(C(C=C2)=O)[C@@H](C)C(C)C